FC(C1=NN(C=C1C(=O)NC1=C2[C@H](CC(C2=C(C=C1)F)(C)C)C)C)F 3-(difluoromethyl)-N-[(3S)-7-fluoro-1,1,3-trimethyl-2,3-dihydro-1H-inden-4-yl]1-methyl-1H-pyrazole-4-carboxamide